COC1=C(C=C(C=C1)C(F)(F)F)C1=NOC(=C1)CCO 2-(3-(2-methoxy-5-(trifluoromethyl)phenyl)isoxazole-5-yl)ethan-1-ol